P(=O)([O-])([O-])O.[K+].[Na+] sodium-potassium phosphate